NC=1C(=NC(=C(N1)C=1OC=CN1)C=1C=CC=2N(C1)C(=CN2)C)C(=O)NCCC=2N(C=CN2)C 3-amino-N-(2-(1-methyl-1H-imidazol-2-yl)ethyl)-6-(3-methylimidazo[1,2-a]pyridin-6-yl)-5-(oxazol-2-yl)pyrazine-2-carboxamide